tert-butyl ((R)-3-chloro-8-((1s,3S)-3-hydroxy-3-methylcyclobutyl)-5,6,7,8-tetrahydropyrido[2,3-c]pyridazin-6-yl)carbamate ClC1=CC2=C(N=N1)N(C[C@@H](C2)NC(OC(C)(C)C)=O)C2CC(C2)(C)O